C(=O)O.N1CC(CC1)N1CCCC2=CC(=CC=C12)C#N (pyrrolidin-3-yl)-1,2,3,4-tetrahydroquinoline-6-carbonitrile, formic acid salt